4-{2-[(S)-benzyloxycarbonylamino(4,4-difluorocyclohexyl)methyl]Imidazo[1,2-b]Pyridazin-7-yl}Tetrahydropyrane-4-carboxylic acid methyl ester COC(=O)C1(CCOCC1)C1=CC=2N(N=C1)C=C(N2)[C@H](C2CCC(CC2)(F)F)NC(=O)OCC2=CC=CC=C2